tert-Butyl (3R)-3-[(1S)-2-tert-butoxy-1-[[3-[[(3,5-dimethoxyphenyl) methyl]sulfamoyl]phenyl] methyl]-2-oxo-ethyl]pyrrolidine-1-carboxylate C(C)(C)(C)OC([C@@H](CC1=CC(=CC=C1)S(NCC1=CC(=CC(=C1)OC)OC)(=O)=O)[C@@H]1CN(CC1)C(=O)OC(C)(C)C)=O